(S)-4-(3-oxomorpholin-4-yl)-3-(4-methylphenyl)-N-((R)-1-(3-methyl-1,2,4-oxadiazol-5-yl)ethyl)-4,5-dihydro-1H-pyrazole-1-carboxamide O=C1N(CCOC1)[C@@H]1C(=NN(C1)C(=O)N[C@H](C)C1=NC(=NO1)C)C1=CC=C(C=C1)C